CC(C=O)(C=CCCC)C 2,2-dimethyl-heptenal